6-bromo-1,2-benzoxazole-3-carboxylic acid BrC1=CC2=C(C(=NO2)C(=O)O)C=C1